N-{[3-(4-{[(3S,4R)-3-fluoro-1-methylpiperidin-4-yl]amino}-1-(2,2,2-trifluoroethyl)-1H-indol-2-yl)-1,2,4-oxadiazol-5-yl]methyl}cyclopropanecarboxamide F[C@H]1CN(CC[C@H]1NC1=C2C=C(N(C2=CC=C1)CC(F)(F)F)C1=NOC(=N1)CNC(=O)C1CC1)C